C(C)(=O)N(C1=C(C=C(C=C1)C1=CC=C(C=N1)C(=O)NCC1=CC=NC=C1)Cl)CC1CC1 6-[4-[Acetyl-(cyclopropylmethyl)amino]-3-chloro-phenyl]-N-(4-pyridylmethyl)pyridine-3-carboxamide